tetrabutylphosphonium thiocyanate [S-]C#N.C(CCC)[P+](CCCC)(CCCC)CCCC